2-Propanyl 4-{(3S,5aR,6R,7R,8aS)-6-[(1E,3R)-4-(4-chlorophenoxy)-3-hydroxy-1-buten-1-yl]-7-hydroxyoctahydro-2H-cyclopenta[b]oxepin-3-yl}butanoate ClC1=CC=C(OC[C@@H](/C=C/[C@H]2[C@@H](C[C@@H]3OC[C@H](CC[C@@H]32)CCCC(=O)OC(C)C)O)O)C=C1